((3R,5R)-3-Amino-5-fluoropiperidin-1-yl)(2-(1-(cyclopropylmethyl)-6-(3-fluoro-4-hydroxyphenyl)-1H-indol-2-yl)-3-methylpyrazolo[1,5-a]pyridin-6-yl)methanone N[C@H]1CN(C[C@@H](C1)F)C(=O)C=1C=CC=2N(C1)N=C(C2C)C=2N(C1=CC(=CC=C1C2)C2=CC(=C(C=C2)O)F)CC2CC2